1-(1,3-dihydroisobenzofuran-5-yl)-4-oxo-1,4-dihydroquinoline-3-carboxylic acid C1OCC2=CC(=CC=C12)N1C=C(C(C2=CC=CC=C12)=O)C(=O)O